4-hydroxy-2-methylpyrrolidine-1-carboxylic acid (2S)-tert-butyl ester C(C)(C)(C)OC(=O)N1C(CC(C1)O)C